2,5-Di(naphthalen-1-yl)-1,3,4-oxadiazole C1(=CC=CC2=CC=CC=C12)C=1OC(=NN1)C1=CC=CC2=CC=CC=C12